C(C)(C)(C)C1N(CC12CCNCC2)C=2N=CN=NC2OC2=C(C=C(C=C2)F)C(N(CC(F)(F)F)C(C)C)=O tert-Butyl-2-(6-(4-fluoro-2-(isopropyl(2,2,2-trifluoroethyl)carbamoyl)phenoxy)-1,2,4-triazin-5-yl)-2,7-diazaspiro[3.5]nonane